FC1=CC(=C2C(N(C(C2=C1)=O)CC1=CC=C(C=C1)OC)(C)C)CO 6-fluoro-4-(hydroxymethyl)-2-[(4-methoxyphenyl)methyl]-3,3-dimethyl-2,3-dihydro-1H-isoindol-1-one